N-(5-cyclopentyl-3-fluoropyridin-2-yl)-2-{[5-(hydroxymethyl)-4-methyl-4H-1,2,4-triazol-3-yl]sulfanyl}-5-nitrobenzamide C1(CCCC1)C=1C=C(C(=NC1)NC(C1=C(C=CC(=C1)[N+](=O)[O-])SC1=NN=C(N1C)CO)=O)F